COC(C1=C(C=CC=C1)[N+](=O)[O-])O methoxy-2-nitrobenzyl alcohol